ethyl 6-(1-(6-(((1r,4r)-4-((3-chloro-4-cyanophenyl)(methyl)amino)cyclohexyl)carbamoyl)pyridazin-3-yl)piperidin-4-yl)hexanoate ClC=1C=C(C=CC1C#N)N(C1CCC(CC1)NC(=O)C1=CC=C(N=N1)N1CCC(CC1)CCCCCC(=O)OCC)C